1-(1Z-hexadecenyl)-2-(13Z,16Z-docosadienoyl)-glycero-3-phosphoserine CCCCCCCCCCCCCC/C=C\OC[C@H](COP(=O)(O)OC[C@@H](C(=O)O)N)OC(=O)CCCCCCCCCCC/C=C\C/C=C\CCCCC